O=C1NC(CCC1N1C(C2=CC=CC(=C2C1)OCCOCCOCCN1C(C=C(C=C1)[C@@H]1CN(C2(CC2)C1)C(=O)OC(C)(C)C)=O)=O)=O tertbutyl (6R)-6-(1-(2-(2-(2-((2-(2,6-dioxopiperidin-3-yl)-1-oxoisoindolin-4-yl)oxy)ethoxy)ethoxy)ethyl)-2-oxo-1,2-dihydropyridin-4-yl)-4-azaspiro[2.4]heptane-4-carboxylate